S(=O)(=O)=C(CCO)CCC 3-sulfonylhexane-1-ol